tert-butyl 2-(3-(tert-butyl)phenyl)-5-((2-methoxy-2-oxoethyl)thio)-1H-indole-1-carboxylate C(C)(C)(C)C=1C=C(C=CC1)C=1N(C2=CC=C(C=C2C1)SCC(=O)OC)C(=O)OC(C)(C)C